CC(CC(=O)[O-])CC(C)(C)C.[Zn+2].CC(CC(=O)[O-])CC(C)(C)C zinc (II) 3,5,5-trimethylhexanoate